(±)-Ethyl-3-(2-chloro-9H-purin-9-yl)-4-hydroxytetrahydrothiophene-3-carboxylate C(C)OC(=O)C1(CSCC1O)N1C2=NC(=NC=C2N=C1)Cl